5-((1R,2S)-2-fluorocyclopropyl)-N-((1R,3R,5S)-8-((((1r,4R)-4-((4,4,4-trifluorobutyl)amino)cyclohexyl)methyl)sulfonyl)-8-azabicyclo[3.2.1]octan-3-yl)isoxazole-3-carboxamide F[C@@H]1[C@H](C1)C1=CC(=NO1)C(=O)NC1C[C@H]2CC[C@@H](C1)N2S(=O)(=O)CC2CCC(CC2)NCCCC(F)(F)F